2-(4,5-dimethylthiophen-3-yl)-3H-imidazo[4,5-c]pyridine CC=1C(=CSC1C)C1=NC2=C(C=NC=C2)N1